2,2-bis-(4-hydroxyphenyl)-hexafluoropropane OC1=CC=C(C=C1)C(C(F)(F)F)(C(F)(F)F)C1=CC=C(C=C1)O